N-cyclobutyl-1-[1-[5-[5-(trifluoromethyl)-1,2,4-oxadiazol-3-yl]-2-thienyl]ethyl]pyrazole-4-carboxamide C1(CCC1)NC(=O)C=1C=NN(C1)C(C)C=1SC(=CC1)C1=NOC(=N1)C(F)(F)F